FC(C(=O)O)(F)F.NC1CCC(CC1)NCC(C1=CC=CC=C1)C=1C=CC(=C(C1)C=1C(=CC=C(C1F)OC=1C=NC=CC1)C(=O)N)Cl 5'-(2-(((1r,4r)-4-aminocyclohexyl)amino)-1-phenylethyl)-2'-chloro-6-fluoro-5-(pyridin-3-yloxy)-[1,1'-biphenyl]-2-carboxamide trifluoroacetate